(S)-3-(3-((4-(3-((2-(1-hydroxyethyl)-1H-imidazol-1-yl)methyl)isoxazol-5-yl)phenyl)ethynyl)phenyl)propanoic acid O[C@@H](C)C=1N(C=CN1)CC1=NOC(=C1)C1=CC=C(C=C1)C#CC=1C=C(C=CC1)CCC(=O)O